(E)-1-propyl-3-(p-tolyldiazenyl)-1H-indole C(CC)N1C=C(C2=CC=CC=C12)\N=N\C1=CC=C(C=C1)C